N-(6-(2-(6-aminohexyl)phenyl)-5-(3-(3,3,3-trifluoro-2,2-dimethylpropoxy)-1H-pyrazol-1-yl)pyridin-2-yl)-6-fluoropyridine-2-sulfonamide NCCCCCCC1=C(C=CC=C1)C1=C(C=CC(=N1)NS(=O)(=O)C1=NC(=CC=C1)F)N1N=C(C=C1)OCC(C(F)(F)F)(C)C